6-methoxy-5-(8-methyl-5-oxa-2,8-diazaspiro[3.5]non-2-yl)quinazolin-4-amine COC=1C(=C2C(=NC=NC2=CC1)N)N1CC2(C1)OCCN(C2)C